(4-(1-(2,6-dichlorophenyl)azetidin-3-yl)-2,5-dimethylbenzyl)-3-methylazetidin-3-ol ClC1=C(C(=CC=C1)Cl)N1CC(C1)C1=CC(=C(CN2CC(C2)(O)C)C=C1C)C